N-((1s,3s)-3-((5-(imidazo[1,2-b]pyridazin-6-yl)-7H-pyrrolo[2,3-d]pyrimidin-2-yl)amino)-1-methylcyclobutyl)propionamide N=1C=CN2N=C(C=CC21)C2=CNC=1N=C(N=CC12)NC1CC(C1)(C)NC(CC)=O